CC1=C(OC2=C(C=C(C=C2C1=O)C)[C@@H](C)NC=1C(=NC=CC1)C1=NNC=C1)C=1C=NC=CC1 3,6-Dimethyl-8-[(1R)-1-[[2-(1H-pyrazol-3-yl)-3-pyridyl]amino]ethyl]-2-(3-pyridyl)chromen-4-one